CN1C(=NN=C1)S[C@@H](C)C=1C=C(C=CC1)N1N=NC(=C1)C=1C=C(C(=O)N)C=CC1 (S)-3-(1-(3-(1-(4-methyl-4H-1,2,4-triazol-3-ylthio)ethyl)phenyl)-1H-1,2,3-triazol-4-yl)benzamide